C(CCC)N(C(=O)OCC=1C(=NOC1C1=CC=C(OC2CC3C(C3C2)C(=O)O)C=C1)C)C 3-(4-(4-(((butyl(methyl)carbamoyl)oxy)methyl)-3-methylisoxazol-5-yl)phenoxy)bicyclo[3.1.0]hexane-6-carboxylic acid